C(C)N(C=1SC(=C(N1)C=1C(=C(C=CC1)NS(=O)(=O)C1=C(C=CC=C1F)F)F)C1=NC(=NC=C1)NC1CC2(CS(C2)(=O)=O)C1)CC N-(3-(2-(Diethylamino)-5-(2-((2,2-dioxido-2-thiaspiro[3.3]heptan-6-yl)amino)pyrimidin-4-yl)thiazol-4-yl)-2-fluorophenyl)-2,6-difluorobenzenesulfonamide